CC1=C(C(=CC=C1)C)NC(C(=O)NC12C(OC3=C1C=CC(=C3)C(C)C)(C3=CC=CC=C3C2=O)O)=O N1-(2,6-dimethyl-phenyl)-N2-(4b-hydroxy-7-isopropyl-10-oxo-4b,10-dihydro-9bH-indeno[1,2-b]benzofuran-9b-yl)oxalamide